C(\C=C\CCC)=O E-hex-2-enal